N-(1-((dimethylamino)methyl)cyclopropyl)-2,2-difluoro-2-(3-methoxyphenyl)acetamide CN(C)CC1(CC1)NC(C(C1=CC(=CC=C1)OC)(F)F)=O